chlorohexyl L-glutamate N[C@@H](CCC(=O)[O-])C(=O)OCCCCCCCl